C([C@H](O)[C@@H](O)[C@H](O)[C@H](O)CO)=NO D-glucose oxime